Racemic-1-(1-(cyclopropylsulfonyl)azetidin-3-yl)-3-(isoquinolin-4-yl)-2-oxoimidazolidine-4-carbonitrile C1(CC1)S(=O)(=O)N1CC(C1)N1C(N([C@H](C1)C#N)C1=CN=CC2=CC=CC=C12)=O |r|